F[C@@H]1CN(CC[C@H]1NC1=NC=C(C=N1)C(F)(F)F)S(=O)(=O)C N-((3R,4R)-3-fluoro-1-(methylsulfonyl)piperidin-4-yl)-5-(trifluoromethyl)pyrimidin-2-amine